C12CN(CCC2C1)C1=C(C=C(C=C1F)NC(=O)C=1N=C(OC1CC(F)(F)F)N1CC(C1)(OC)CC)F N-(4-(3-azabicyclo[4.1.0]heptan-3-yl)-3,5-difluorophenyl)-2-(3-ethyl-3-methoxyazetidin-1-yl)-5-(2,2,2-trifluoroethyl)oxazole-4-carboxamide